NC=1C(=C(C=CC1)C1=C(C(=CC=C1)C=1N=C(C(=NC1)CN(C1CCC(CC1)C(=O)OC)C)OC)F)C methyl (1r,4r)-4-(((5-(3'-amino-2-fluoro-2'-methyl-[1,1'-biphenyl]-3-yl)-3-methoxypyrazin-2-yl)methyl)(methyl)amino)cyclohexane-1-carboxylate